N-(2-fluoro-6-(3-hydroxypropoxy)-4-nitrophenyl)acetamide FC1=C(C(=CC(=C1)[N+](=O)[O-])OCCCO)NC(C)=O